CN1CCN(CC1)C1CCN(CC1)C=O (4-(4-methylpiperazin-1-yl)piperidin-1-yl)methanone